S(=O)(=O)([O-])[O-].[Ca+2].S(=O)(=O)([O-])[O-].[Ca+2] Calcium sulfat Calcium sulfat